COC=1N=C2C[C@@H](CN(C2=CC1)C1=CC=C(C=C1)C(F)(F)F)CNC(C)=O (R)-N-((6-methoxy-1-(4-(trifluoromethyl)phenyl)-1,2,3,4-tetrahydro-1,5-naphthyridin-3-yl)methyl)acetamide